C(C)(C)(C)OC(=O)N1CCC(CC1)N1N=CC(=C1)C1=CC(=C2CN(C(C2=C1)=O)C(C(=O)O[Li])C1=C2N(C=N1)CCC2)F [2-[6-[1-(1-tert-butoxycarbonyl-4-piperidinyl)pyrazol-4-yl]-4-fluoro-1-oxo-isoindolin-2-yl]-2-(6,7-dihydro-5H-pyrrolo[1,2-c]imidazol-1-yl)acetyl]oxylithium